propyl (3E)-3-[3-(3-cyano-5-fluorophenyl)prop-2-yn-1-ylidene]-2,2-dimethylpyrrolidine-1-carboxylate C(#N)C=1C=C(C=C(C1)F)C#C\C=C/1\C(N(CC1)C(=O)OCCC)(C)C